NC1=C2C(=NC=N1)N(N=C2C2=CC=C(C=C2)OC2=CC=CC=C2)C2CCN(CC2)CCOCCOCCOCCOCCO 14-(4-(4-amino-3-(4-phenoxyphenyl)-1H-pyrazolo[3,4-d]pyrimidin-1-yl)piperidin-1-yl)-3,6,9,12-tetraoxatetradecan-1-ol